2-(5-bromo-3-((5S,6S)-3-oxo-5,6-diphenyl-3,4,5,6-tetrahydropyrazin-2-yl)-1H-indol-1-yl)-N'-((E)-4-methoxybenzylidene)acethydrazide BrC=1C=C2C(=CN(C2=CC1)CC(=O)N/N=C/C1=CC=C(C=C1)OC)C1=N[C@H]([C@@H](NC1=O)C1=CC=CC=C1)C1=CC=CC=C1